CC1=C(C=C(C(=O)NCC2=NC=C3C=CC(=NC3=C2)C2=CC=CC(=N2)N2C(C3(CCN(C3)C(=O)OC(C)(C)C)CC2)=O)C=C1)S(=O)(=O)C tert-butyl 7-(6-(7-((4-methyl-3-(methylsulfonyl)benzamido)methyl)-1,6-naphthyridin-2-yl)pyridin-2-yl)-6-oxo-2,7-diazaspiro[4.4]nonane-2-carboxylate